C(C)OC(C(C(C)C)C1=CC(=NO1)OCCCOCCCO[Si](C)(C)C(C)(C)C)=O.ClC1=C(C=C(C=C1)Cl)C=1N=C(NC1C)CC1=CC=CC2=CC=CC=C12 4-(2,5-Dichlorophenyl)-5-methyl-2-(1-naphthylmethyl)imidazole ethyl-2-[3-[3-[3-[tert-butyl(dimethyl)silyl]oxypropoxy]propoxy]isoxazol-5-yl]-3-methyl-butanoate